4-(4-(cyclobutanesulfonamido)-3-fluorophenyl)-1H-pyrrolo[2,3-b]pyridin C1(CCC1)S(=O)(=O)NC1=C(C=C(C=C1)C1=C2C(=NC=C1)NC=C2)F